OCC(N)(CO)CO trishydroxymethyl-aminomethane